ClC=1C=C(C=CC1Cl)OC(=O)N1C2CCC1CC=1N=CN=CC12 3,4-dichlorophenyl-(±)-6,7,8,9-tetrahydro-5H-5,8-epiminocyclohepta[d]pyrimidine-10-carboxylate